6'-fluoro-2H-[1,3'-bipyridyl]-2-one FC1=CC=C(C=N1)N1C(C=CC=C1)=O